C(C)(C)(C)OC(=O)NC=1SC2=C(N1)C(=CC=C2)C2=C(C=C1C(=NC(=NC1=C2F)OC[C@H]2N(CCC2)C)C=2CCN(CC2)C(=O)OC(C)(C)C)Cl tert-Butyl 4-(7-(2-((tert-butoxycarbonyl)amino)benzo[d]thiazol-4-yl)-6-chloro-8-fluoro-2-(((S)-1-methylpyrrolidin-2-yl)methoxy)quinazolin-4-yl)-3,6-dihydropyridine-1(2H)-carboxylate